(R)-2-(1-(4-(2,2-difluoro-7-((5-methoxy-7-methyl-1H-indol-4-yl)methyl)-7-azaspiro[3.5]nonan-6-yl)benzoyl)azetidin-3-yl)acetonitrile FC1(CC2(C1)C[C@@H](N(CC2)CC2=C1C=CNC1=C(C=C2OC)C)C2=CC=C(C(=O)N1CC(C1)CC#N)C=C2)F